N1(N=CC=C1)CC1=CC(=C(C2=C1CC(O2)COC)C#N)F 4-((1H-pyrazol-1-yl)methyl)-6-fluoro-2-(methoxymethyl)-2,3-dihydrobenzofuran-7-carbonitrile